FC1=CC=C(C=C1)C=1C(=C(C=NC1C)C(=O)NC1=CC=C(OC2=CC=NC3=CN=C(C=C23)C(=O)NC)C=C1)O 4-[4-[[5-(4-Fluorophenyl)-4-hydroxy-6-methylpyridine-3-carbonyl]amino]phenoxy]-N-methyl-1,7-naphthyridine-6-carboxamide